tert-Butyl 4-[4-[3-fluoro-4-[2-(5-fluoro-2-pyridyl)-2-hydroxy-ethoxy]pyrazolo[1,5-a]pyridin-6-yl]-5-methyl-triazol-1-yl]piperidine-1-carboxylate FC=1C=NN2C1C(=CC(=C2)C=2N=NN(C2C)C2CCN(CC2)C(=O)OC(C)(C)C)OCC(O)C2=NC=C(C=C2)F